C[SiH]([Si]([Si](OC)(OC)OC)(C)C)C tetramethyl-trimethoxytrisilane